Boc-9-aminononanoic acid CC(C)(C)OC(=O)NCCCCCCCCC(=O)O